FC1(CCNCC1)C(=O)N([C@@H](C(C)C)C(=O)OC(C)(C)C)C tert-butyl N-(4-fluoropiperidine-4-carbonyl)-N-methyl-L-valinate